FC1=C(CNC(=O)[C@H]2N(C[C@@H](C2)O)C([C@H](C(C)(SC(C2=CC=CC=C2)(C2=CC=CC=C2)C2=CC=CC=C2)C)NC(=O)C2(CC2)F)=O)C=CC(=C1)C1=C(N=CS1)C (2S,4R)-N-(2-fluoro-4-(4-methylthiazol-5-yl)benzyl)-1-((R)-2-(1-fluorocyclopropane-1-carboxamido)-3-methyl-3-(tritylthio)butanoyl)-4-hydroxypyrrolidine-2-carboxamide